1-(6-((1-acetylpiperidin-4-yl)amino)pyrimidine-4-carbonyl)-4-(3,4-dihydroisoquinolin-2(1H)-yl)piperidin-3-ylcarbamic acid tert-butyl ester C(C)(C)(C)OC(NC1CN(CCC1N1CC2=CC=CC=C2CC1)C(=O)C1=NC=NC(=C1)NC1CCN(CC1)C(C)=O)=O